FC1=CC=C(C=C1)NC([C@@H](C)C12CC(C1)(C2)NC(OC(C)(C)C)=O)=O Tert-butyl (S)-(3-(1-((4-fluorophenyl)amino)-1-oxopropan-2-yl)bicyclo[1.1.1]pentan-1-yl)carbamate